2,3-diisopropyl-1,4-butanediol benzoate diphenylphosphonite C1(=CC=CC=C1)P(O)(O)C1=CC=CC=C1.C(C1=CC=CC=C1)(=O)O.C(C)(C)C(CO)C(CO)C(C)C